N-[(1S)-1-(4-methylphenyl)ethyl]-1-[5-(pyridin-4-yl)-1H-pyrazole-3-carbonyl]piperidine-4-carboxamide CC1=CC=C(C=C1)[C@H](C)NC(=O)C1CCN(CC1)C(=O)C1=NNC(=C1)C1=CC=NC=C1